(S)-6-(1-amino-1,3-dihydrospiro[indene-2,4'-piperidine]-1'-yl)-3-(1-(furan-2-yl)cyclopropyl)-1,5-dihydro-4H-pyrazolo[3,4-d]pyrimidin-4-one N[C@@H]1C2=CC=CC=C2CC12CCN(CC2)C=2NC(C1=C(N2)NN=C1C1(CC1)C=1OC=CC1)=O